5-((2,3-difluorobenzyl)oxy)-2-methylbenzofuran-3-carboxylic acid FC1=C(COC=2C=CC3=C(C(=C(O3)C)C(=O)O)C2)C=CC=C1F